C(CC(C)C)[2H] isopentane-d